FC=1C=C2C=CN(C(C2=CC1)=O)[C@@H](C(=O)O)C (R)-2-(6-Fluoro-1-oxoisoquinolin-2(1H)-yl)propanoic acid